6-chloro-4-{4-[(3-chloro-4-hydroxyphenyl)methyl]piperazin-1-yl}-1-methyl-2-oxo-1,2-dihydro-1,5-naphthyridine-3-carbonitrile ClC=1N=C2C(=C(C(N(C2=CC1)C)=O)C#N)N1CCN(CC1)CC1=CC(=C(C=C1)O)Cl